OC[C@@H]1CN(CCO1)C(=O)OCCCC butyl (2S)-2-(hydroxymethyl)morpholine-4-carboxylate